FC(C=1C=C(C=NC1)NC(=S)N)(F)F [5-(trifluoromethyl)-3-pyridyl]Thiourea